1-(2-(benzyloxy)-4-ethoxyphenyl)ethanone C(C1=CC=CC=C1)OC1=C(C=CC(=C1)OCC)C(C)=O